2-(methacryloyloxy)acetic acid C(C(=C)C)(=O)OCC(=O)O